C(C1=CC=CC=C1)C=1N(C(C(=C(N1)C(=O)NC=1C=NOC1)O)=O)C 2-benzyl-5-hydroxy-N-(isoxazol-4-yl)-1-methyl-6-oxo-1,6-dihydropyrimidine-4-carboxamide